C(CCCCC(=O)[O-])(=O)[O-].[NH4+].C=C.[NH4+] Ethylene Ammonium Adipate